CN1CC=C(C=C1)NC 1,N-dimethyl-4-pyridylamine